CC(C)(C)NC(=O)O[C@H]1CN(CCC1)CC=1C=NC(=C(C1)CO)Cl (R)-1-{[6-chloro-5-(hydroxymethyl)-3-pyridyl]methyl}-3-piperidyl 2-methyl-2-propanecarbamate